C1(CC1)C(C(=O)OCC)N1N=CC(=C1)C1=NN(C2=CC=C(C=C12)O)C1OCCCC1 ethyl 2-cyclopropyl-2-[4-(5-hydroxy-1-tetrahydropyran-2-yl-indazol-3-yl)pyrazol-1-yl]acetate